FC(OC1=C(C=CC=C1)C1=NOC(C1)C(=O)O)(F)F 3-[2-(trifluoromethoxy)phenyl]-4,5-dihydro-1,2-oxazole-5-carboxylic acid